1-amino-N-(1-isocyanocyclopropyl)cyclohexane-1-formamide NC1(CCCCC1)C(=O)NC1(CC1)[N+]#[C-]